N-[4-(2-methyl-indol-3-yl)thiazol-2-yl]-2-(2-methylimidazo[2,1-b]thiazol-6-yl)acetamide CC=1NC2=CC=CC=C2C1C=1N=C(SC1)NC(CC=1N=C2SC(=CN2C1)C)=O